(4-((6-amino-5-chloropyrimidin-4-yl)oxy)-2-fluorophenyl)-2-oxo-1-(p-tolyl)-1,2-dihydropyridine-3-carboxamide NC1=C(C(=NC=N1)OC1=CC(=C(C=C1)C1=C(C(N(C=C1)C1=CC=C(C=C1)C)=O)C(=O)N)F)Cl